nonanoic acid hydrazide C(CCCCCCCC)(=O)NN